NC1=C(C=C(C=C1)Br)NC[C@@H](CCCOC1=C(C=NN1C)C1=CC(=CN(C1=O)C1CC1)C(=O)OC)C methyl 5-(5-{[(4R)-5-[(2-amino-5-bromophenyl) amino]-4-methylpentyl] oxy}-1-methylpyrazol-4-yl)-1-cyclopropyl-6-oxopyridine-3-carboxylate